NC1=C(C(C2=CC(=CC=C12)C(=O)OC)C1=CC=CC=C1)[N+](=O)[O-] methyl 3-amino-2-nitro-1-phenyl-1H-indene-6-carboxylate